Ethyl (3R)-2-(5-(2-(dimethylamino)ethyl)-2-oxo-4-(trifluoromethyl)pyridin-1(2H)-yl)-3-methylpentanoate CN(CCC=1C(=CC(N(C1)C(C(=O)OCC)[C@@H](CC)C)=O)C(F)(F)F)C